C1(CC1)C1=NN(C=2N=C(NC(C21)=O)C)[C@H](CC2=CC=C(C=C2)OC(F)(F)F)C (S)-3-Cyclopropyl-6-methyl-1-(1-(4-(Trifluoromethoxy)phenyl)propan-2-yl)-1,5-dihydro-4H-pyrazolo[3,4-d]pyrimidin-4-on